ethyl (E)-3-[3,4-difluoro-5-[(4-methoxyphenyl)methoxy]phenyl]-2-propenoate FC=1C=C(C=C(C1F)OCC1=CC=C(C=C1)OC)/C=C/C(=O)OCC